benzyl (2S,4R)-2-((trifluoromethoxy)methyl)-4-(4-(trifluoromethyl)phenoxy)pyrrolidine-1-carboxylate FC(OC[C@H]1N(C[C@@H](C1)OC1=CC=C(C=C1)C(F)(F)F)C(=O)OCC1=CC=CC=C1)(F)F